C(C1=CC=CC=C1)OC(=O)N1CC(C(C1)F)C(=O)O racemic-1-((benzyloxy)carbonyl)-4-fluoropyrrolidine-3-carboxylic acid